((2-(4-bromobenzyloxy)naphthalen-1-yl)methyl)-cyclohexylamine BrC1=CC=C(COC2=C(C3=CC=CC=C3C=C2)CNC2CCCCC2)C=C1